N,N-dimethyl-2-oxiranemethylamine chloride [Cl-].CN(CC1OC1)C